{[5-(4-Chloro-phenyl)-3-hydroxy-pyridine-2-carbonyl]-amino}-acetic acid methyl ester COC(CNC(=O)C1=NC=C(C=C1O)C1=CC=C(C=C1)Cl)=O